C(C(C)C)(=O)N1C2CN([C@H](C1)C2)C(=O)OC(C)(C)C tert-butyl (1s,2s)-5-isobutyryl-2,5-diazabicyclo[2.2.1]heptane-2-carboxylate